6-chloro-4-{4-[(4-fluorophenyl)methyl]piperazin-1-yl}-1-methyl-2-oxo-1,2-dihydro-1,5-naphthyridine-3-carbonitrile ClC=1N=C2C(=C(C(N(C2=CC1)C)=O)C#N)N1CCN(CC1)CC1=CC=C(C=C1)F